tert-butyl 4-(1-methyl-1H-pyrazol-5-yl)-3,6-dihydropyridine-1(2H)-carboxylate CN1N=CC=C1C=1CCN(CC1)C(=O)OC(C)(C)C